C(C)OCCOCCOCCOC(CCCC(=O)O)=O Pentanedioic acid mono-{2-[2-(2-ethoxy-ethoxy)-ethoxy]-Ethyl} ester